BrC1=CC(=C(C(=N)N)C=C1)N1CCC2(CC2)CC1 4-bromo-2-(6-azaspiro[2.5]oct-6-yl)benzamidine